N1=CC(=CC=C1)C1=CC=C(C=C1)C(C=CC=1C=C2N=CC=NC2=CC1)=O 1-(4-(pyridin-3-yl)phenyl)-3-(quinoxalin-6-yl)prop-2-en-1-one